F[C@H]1C[C@H](N2N=C(N=C21)C(=O)[C@@H]2CC21CC1)C1=CC=CC=C1 |r| [rac-(5S,7S)-7-fluoro-5-phenyl-6,7-dihydro-5H-pyrrolo[1,2-b][1,2,4]triazol-2-yl]-[rac-(2R)-spiro[2.2]pentan-2-yl]methanone